COC([C@H](NC(=O)[C@@H]1C[C@@H](CCC1)C(C)C)CC1=CC=CC=C1)=O N-(cis-3-isopropyl-cyclohexylformyl)-D-phenylalanine methyl ester